C1(CC1)[C@H](C)N(C(=O)OCC1=C(C=NN1C)C=1N=C(C(=NC1)OC1CCCCC1)C)C (1S,3S)-3-((5-(5-(((((R)-1-Cyclopropylethyl)(methyl)carbamoyl)oxy)methyl)-1-methyl-1H-pyrazol-4-yl)-3-methylpyrazin-2-yl)oxy)cyclohexan